1-(tert-butyl) 3-ethyl 3-((3,4-difluorobenzyl)amino)azetidine-1,3-dicarboxylate FC=1C=C(CNC2(CN(C2)C(=O)OC(C)(C)C)C(=O)OCC)C=CC1F